7-oxa-2-azaspiro[3.5]nonane hydrochloride salt Cl.C1NCC12CCOCC2